F[C@@H]1C[C@]2(CC(CN2C1)C)C(=O)[O-] (2R,7aR)-2-fluoro-6-methyltetrahydro-1H-pyrrolizine-7a(5H)-carboxylate